C1N(CC12CCOCC2)C2=CC(=NC=N2)N2NC(C(=C2)N2N=NC=C2)=O (6-(7-oxa-2-azaspiro[3.5]non-2-yl)pyrimidin-4-yl)-4-(1H-1,2,3-triazol-1-yl)-1,2-dihydro-3H-pyrazol-3-one